N1=CC(=CC=C1)NC(CCCC1=CC=C(C=C1)C1=CC=NC=C1)=O N-(pyridin-3-yl)-4-(4-(pyridin-4-yl)phenyl)butanamide